tert-butyl (cyclobutylmethyl)((3R)-1-(1-(1-(4-(5-(dimethylamino)pyridin-3-yl)-1H-imidazol-1-yl)ethyl)-2-oxo-1,2-dihydropyridin-4-yl)piperidin-3-yl)carbamate C1(CCC1)CN(C(OC(C)(C)C)=O)[C@H]1CN(CCC1)C1=CC(N(C=C1)C(C)N1C=NC(=C1)C=1C=NC=C(C1)N(C)C)=O